COCCOCCO 2-(2-methoxyethoxy)ethan-1-ol